C[C@]1([C@@H](C1)CN)C(=O)O[C@H]1[C@@H](CN(CC1)CCC1=CC(=CC=C1)Cl)COC1=CC=C(C=C1)S(=O)(=O)C |o1:10| (3S,4R) or (3R,4R)-1-(3-chlorophenethyl)-3-((4-(methylsulfonyl)phenoxy)methyl)piperidin-4-ol methyl-(1S,2R)-2-(aminomethyl)cyclopropane-1-carboxylate